4-hydroxy-5-isopropylfuran OC=1C=COC1C(C)C